C(CC)ONC1=CC=C(C2=CC=C(NOCCC)C=C2)C=C1 dipropoxy-benzidine